O1CNC=2C=NC=CC21 dihydro-oxazolo[4,5-c]pyridine